bis-(4-hydroxy-3-tolyl)-methane OC1=C(C=C(C=C1)C)CC=1C=C(C=CC1O)C